N-(3-((methylsulfinyl)methyl)phenyl)quinazolin-2-amine CS(=O)CC=1C=C(C=CC1)NC1=NC2=CC=CC=C2C=N1